butyl 7-hydroxy-7-phenyl-2-azaspiro[3.5]nonane-2-carboxylate OC1(CCC2(CN(C2)C(=O)OCCCC)CC1)C1=CC=CC=C1